1-NAPHTHYL-ACETAMIDE C1(=CC=CC2=CC=CC=C12)CC(=O)N